C(C)(C)(C)C=1C(=C(C=C(C1)C)N(C1=C(C=CC=C1)C=1C=C(C=C(C1)C)C1=C(C=C(C=C1C)C)C)CCCOC)O 2''-((3-(tert-butyl)-2-hydroxy-5-methylphenyl)(3-methoxypropyl)amino)-2,4,5',6-tetramethyl-[1,1':3',1''-terphenyl]